2-[(3R)-3-(1-{6-amino-4-[(1R)-1-(2,4-dichlorophenyl)ethoxy]-5-nitropyridin-2-yl}azetidin-3-yl)piperidin-1-yl]ethanol NC1=C(C(=CC(=N1)N1CC(C1)[C@@H]1CN(CCC1)CCO)O[C@H](C)C1=C(C=C(C=C1)Cl)Cl)[N+](=O)[O-]